C(C)(C)(C)OC(=O)C(CCC[C@H](N)C(=O)O)N epsilon-(tert-butoxycarbonyl)-lysine